3-(4-methyl-5-oxo-3-(4-(piperazin-1-yl)phenyl)-4,5-dihydro-1H-1,2,4-triazol-1-yl)piperidine-2,6-dione CN1C(=NN(C1=O)C1C(NC(CC1)=O)=O)C1=CC=C(C=C1)N1CCNCC1